CC1=NN(C(=C1)C)C1=CC=C(C=C1)C1CN(C1)C(CC[C@H]1NC(OC1)=O)=O (4R)-4-[3-[3-[4-(3,5-Dimethyl-pyrazol-1-yl)phenyl]azetidin-1-yl]-3-oxo-propyl]oxazolidin-2-one